N-(azetidin-3-yl)-2,3,4,5-tetrafluoro-6-((2-fluoro-4-iodophenyl)amino)benzamide N1CC(C1)NC(C1=C(C(=C(C(=C1NC1=C(C=C(C=C1)I)F)F)F)F)F)=O